C1(=CC=CC2=CC3=CC=CC=C3C=C12)OB(O)O anthracenyl-boric acid